C(CCCCCCCCCCC)C(C(=O)O)=CCCCCCCC dodecyl-decenoic acid